4,4'-diazidostilbene N(=[N+]=[N-])C1=CC=C(C=C1)C=CC1=CC=C(C=C1)N=[N+]=[N-]